BrC1=CC=CC2=NC3=C(C=CC=C3N=C12)CC 1-Bromo-6-ethylphenazine